C(CCC)N(C1=CC=CC=C1)CCCCCC N-butyl-N-hexylaniline